tert-butyl N-[(1R)-1-(benzyloxycarbonylaminomethyl)-2-(2-hydroxyethylamino)ethyl]carbamate C(C1=CC=CC=C1)OC(=O)NC[C@@H](CNCCO)NC(OC(C)(C)C)=O